methyl 5-(1-aminoisoquinolin-5-yl)-3-(5-cyano-2-(2-ethoxy-2-oxoethyl) phenoxy)-2,3-dihydrospiro[indene-1,4'-piperidine]-1'-carboxylate NC1=NC=CC2=C(C=CC=C12)C=1C=C2C(CC3(CCN(CC3)C(=O)OC)C2=CC1)OC1=C(C=CC(=C1)C#N)CC(=O)OCC